bis(1-(2-hydroxy-2-methylpropoxy)-2,2,6,6-tetramethylpiperidin-4-yl)sebacate OC(CON1C(CC(CC1(C)C)OC(CCCCCCCCC(=O)OC1CC(N(C(C1)(C)C)OCC(C)(C)O)(C)C)=O)(C)C)(C)C